OCCOCCOCCOCCOC[C@](C)(O)C=1SC(=CN1)S(=O)(NC(NC1=C2C(=NC3=C1CCC3)C(CC2)(C)C)=O)=N 2-((S)-1,14-dihydroxy-3,6,9,12-tetraoxapentadecan-14-yl)-N-((3,3-dimethyl-1,2,3,5,6,7-hexahydrodicyclopenta[b,e]pyridin-8-yl)carbamoyl)thiazole-5-sulfonimidamide